BrC1=CC(=C(C=C1)C(C)=O)SCC 1-(4-bromo-2-ethylsulfanyl-phenyl)ethanone